3-methoxypropyl (CIS)-2-((((CIS)-4-phenylcyclohexyl)oxy)methyl)-3-(1H-pyrazol-3-yl)piperidine-1-carboxylate C1(=CC=CC=C1)[C@H]1CC[C@H](CC1)OC[C@@H]1N(CCC[C@@H]1C1=NNC=C1)C(=O)OCCCOC